3-Ethynyl-5-fluoro-6-(2-methoxy-ethoxy)-1H-indazole C(#C)C1=NNC2=CC(=C(C=C12)F)OCCOC